1-bromo-3,5-diphenoxybenzene BrC1=CC(=CC(=C1)OC1=CC=CC=C1)OC1=CC=CC=C1